tert-butyl N-[1-[4-(2,6-dioxo-3-piperidyl)phenyl]azetidin-3-yl]carbamate O=C1NC(CCC1C1=CC=C(C=C1)N1CC(C1)NC(OC(C)(C)C)=O)=O